N[C@@H]1CN(CC1)S(=O)(=O)NC(=O)C=1C(=NC(=CC1)C1=CC=CC=C1)N1C(C[C@@H](C1)C)(C)C N-[(3S)-3-Aminopyrrolidin-1-yl]sulfonyl-6-phenyl-2-[(4S)-2,2,4-trimethylpyrrolidin-1-yl]pyridin-3-carboxamid